7,7-dimethyl-4-(3-oxo-2,3-dihydro-1-isoquinolinyl)-2-(2-(2-propenoyl)-2,6-diazaspiro[3.4]octan-6-yl)-5,6,7,8-tetrahydro-3-quinolinecarbonitrile CC1(CCC=2C(=C(C(=NC2C1)N1CC2(CN(C2)C(C=C)=O)CC1)C#N)C=1NC(C=C2C=CC=CC12)=O)C